5-bromo-3-hydroxy-7-methyl-4H-benzo[e][1,2,4]thiadiazine 1,1-dioxide BrC1=CC(=CC2=C1NC(=NS2(=O)=O)O)C